NC1CC2CCC(C1)N2C=2N(C(C1=C(N2)NC=C1C1=CC2=CN(N=C2C=C1)C)=O)C 2-(endo-3-amino-8-aza-bicyclo[3.2.1]octan-8-yl)-3-methyl-5-(2-methyl-2H-indazol-5-yl)-3,7-dihydro-4H-pyrrolo[2,3-d]pyrimidin-4-one